7-(1-ethyl-2-methyl-1H-indol-3-yl)-7H-furo[3,4-b]pyridin-5-one C(C)N1C(=C(C2=CC=CC=C12)C1OC(C=2C1=NC=CC2)=O)C